ClC1=C(C=CC=C1C1=C(C(=NC=C1)C1=CC(=C(C=C1)CNC[C@H](C)O)OC)Cl)NC1=NC=CC(=C1F)CNC1CCN(CC1)C(C)=O (S)-1-(4-(((2-((2-chloro-3-(3-chloro-2-(4-(((2-hydroxypropyl)amino)methyl)-3-methoxyphenyl)pyridin-4-yl)phenyl)amino)-3-fluoropyridin-4-yl)methyl)amino)piperidin-1-yl)ethan-1-one